3-[(2r,4r)-4-({[1-(2,2-difluoro-1,3-benzodioxol-5-yl)cyclopropyl]carbonyl}amino)-7-methyl-3,4-dihydro-2H-chromen-2-yl]benzoic acid FC1(OC2=C(O1)C=CC(=C2)C2(CC2)C(=O)N[C@@H]2C[C@@H](OC1=CC(=CC=C21)C)C=2C=C(C(=O)O)C=CC2)F